C(C)OC(=O)C=1NC=C(C1)C(CC1=CC=CC=C1)=O 4-(2-Phenylacetyl)-1H-pyrrole-2-carboxylic acid ethyl ester